The molecule is an (omega-1)-hydroxy fatty acid ascaroside that is bhas#30 in which the hydroxy group at position 4 of the ascarylopyranose moiety has been has been converted to the corresponding 1H-indole-3-carboxylate ester. It is a metabolite of the nematode Caenorhabditis elegans. It has a role as a Caenorhabditis elegans metabolite. It is an (omega-1)-hydroxy fatty acid ascaroside, a 3-hydroxy carboxylic acid, a 4-O-(1H-indol-3-ylcarbonyl)ascaroside and a monocarboxylic acid. It derives from a bhas#30 and a (3R,16R)-3,16-dihydroxymargaric acid. C[C@H]1[C@@H](C[C@H]([C@@H](O1)O[C@H](C)CCCCCCCCCCCC[C@H](CC(=O)O)O)O)OC(=O)C2=CNC3=CC=CC=C32